CC1=C(C(=O)N[C@H](C)C=2C=C(C=CC2)C2=CC=C(C=C2)N2CCN(CC2)CCC(=O)O)C=C(C=C1)N1CCN(CC1)C 3-[4-[4-[3-[(1R)-1-[[2-Methyl-5-(4-methylpiperazin-1-yl)benzoyl]amino]ethyl]phenyl]phenyl]piperazin-1-yl]propanoic acid